(3aR,11bS)-10,11-dibromo-8-oxo-1,5,6,8,9,11b-hexahydro-4H-imidazo[4,5-h]pyrrolo[2,3-f]indolizin-2(3H)-iminium chloride [Cl-].BrC1=C(C2=C(C(N3CCC[C@]34[C@H]2NC(N4)=[NH2+])=O)N1)Br